4-(((3-amino-7-methoxy-1,8-naphthyridin-4-yl)amino)methyl)benzenesulfonamide NC=1C=NC2=NC(=CC=C2C1NCC1=CC=C(C=C1)S(=O)(=O)N)OC